2-[4-[6-[3-(3,4-difluorophenyl)-1H-pyrazol-4-yl]-1,5-naphthyridin-3-yl]piperazin-1-yl]ethanol FC=1C=C(C=CC1F)C1=NNC=C1C=1N=C2C=C(C=NC2=CC1)N1CCN(CC1)CCO